FC1=CN(CN=C1)C(=O)N 5-fluoro-pyrimidin-3-carboxylic acid amide